3-methyl-1-phenylpyrazol-5-yl dimethyl-carbamate CN(C(OC1=CC(=NN1C1=CC=CC=C1)C)=O)C